2-(trans-4-((3-(1-Isopropyl-1H-pyrazol-4-yl)phenyl)((trans-4-(4-methoxy-3-methylphenyl)cyclohexyl)methyl)carbamoyl)cyclohexyl)acetic acid C(C)(C)N1N=CC(=C1)C=1C=C(C=CC1)N(C(=O)[C@@H]1CC[C@H](CC1)CC(=O)O)C[C@@H]1CC[C@H](CC1)C1=CC(=C(C=C1)OC)C